FC(S(=O)(=O)N(CCCCCC(CCCCCC)N(S(=O)(=O)C(F)(F)F)S(=O)(=O)C(F)(F)F)S(=O)(=O)C(F)(F)F)(F)F N,N,N',N'-tetra(trifluoromethanesulfonyl)dodecane-1,6-diamine